C1(=CC=CC=C1)C=1C=C2C=CC=C(C2=CC1)SCC1CCNCC1 4-((6-Phenylnaphthalen-1-yl)thiomethyl)piperidine